IC1=CC=C(CN2N=NC(=C2)COC2=CC=CC=C2)C=C1 1-(4-iodobenzyl)-4-phenoxymethyl-1H-1,2,3-triazole